1,2-Bis-(di-tert-butyl-phosphino)-ethane C(C)(C)(C)P(CCP(C(C)(C)C)C(C)(C)C)C(C)(C)C